(R)-2-((2E,5S,6R,7E)-5-((tert-butyldimethylsilyl)oxy)-6-methyl-8-(pyrazine-2-Yl)octa-2,7-dienamido)-3-(3-chloro-4-methoxyphenyl)propionic acid methyl ester COC([C@@H](CC1=CC(=C(C=C1)OC)Cl)NC(\C=C\C[C@@H]([C@@H](\C=C\C1=NC=CN=C1)C)O[Si](C)(C)C(C)(C)C)=O)=O